[Si](C)(C)(C(C)(C)C)OCCC1=C(C(=NC=C1)C(=C)C)[N+](=O)[O-] 4-(2-((tert-butyldimethylsilyl)oxy)ethyl)-3-nitro-2-(prop-1-en-2-yl)pyridine